7-methoxy-4-((3-methoxyphenyl)ethynyl)isoquinoline COC1=CC=C2C(=CN=CC2=C1)C#CC1=CC(=CC=C1)OC